C(C1=CC=CC=C1)OC(CCCCCC(CN(CC(CCCCCC(=O)OCC1=CC=CC=C1)O)CCCCO)O)=O benzyl 8-{[8-(benzyloxy)-2-hydroxy-8-oxooctyl](4-hydroxybutyl)amino}-7-hydroxyoctanoate